[Si](C)(C)(C(C)(C)C)O[C@H]1[C@@H]([C@H](N(C1)C(=O)OC)C(=O)[O-])C methyl (2S,3R,4S)-4-[tert-butyl(dimethyl)silyl]oxy-3-methyl-pyrrolidine-1,2-dicarboxylate